C(C)(C)P([C-]1C=CC=C1)C(C)C.[C-]1(C=CC=C1)P(C(C)C)C(C)C.[Fe+2].[Rh+] rhodium (I) 1,1'-bis(di-isopropylphosphino)ferrocene